ClC1=CC(=C(C=C1)C1=NC(=CC=2N=C(N(C(C21)=O)C)C)N2C[C@H](OCC2)[C@@H]2OCC2)F 5-(4-chloro-2-fluoro-phenyl)-2,3-dimethyl-7-((2S)-2-((2R)-2-oxetanyl)-4-morpholinyl)pyrido[4,3-d]-pyrimidin-4(3H)-one